2-chloro-7-(((3-hydroxypropyl)amino)methyl)-7,8-dihydro-1,6-naphthyridine-6(5H)-carboxylic acid tert-butyl ester C(C)(C)(C)OC(=O)N1CC=2C=CC(=NC2CC1CNCCCO)Cl